2-chloro-N-{2-[4-(difluoromethyl)-1,3-thiazol-5-yl]-2-{4-[(1,3-thiazol-2-yloxy)methyl]piperidin-1-yl}ethyl}-6-fluorobenzamide ClC1=C(C(=O)NCC(N2CCC(CC2)COC=2SC=CN2)C2=C(N=CS2)C(F)F)C(=CC=C1)F